2-[[3-bromo-2-(trifluoromethyl)phenoxy]methyl]-7-azaspiro[3.5]nonane BrC=1C(=C(OCC2CC3(C2)CCNCC3)C=CC1)C(F)(F)F